(4-(4,6-diphenylpyrimidin-2-yl)phenyl)boronic acid C1(=CC=CC=C1)C1=NC(=NC(=C1)C1=CC=CC=C1)C1=CC=C(C=C1)B(O)O